6-Chloro-3-(((R)-1-(4-methyl-6-((S)-2-oxo-4-(4-(trifluoromethyl)benzyl)oxazolidin-3-yl)pyridin-2-yl)ethyl)amino)picolinic acid ClC1=CC=C(C(=N1)C(=O)O)N[C@H](C)C1=NC(=CC(=C1)C)N1C(OC[C@@H]1CC1=CC=C(C=C1)C(F)(F)F)=O